tert-butyl (2-(((S)-4-((tert-butoxycarbonyl)amino)pentyl)oxy)pyrimidin-4-yl)(1-(tert-butyl)-3-((1S,3R)-3-hydroxycyclopentyl)-1H-pyrazol-5-yl)carbamate C(C)(C)(C)OC(=O)N[C@H](CCCOC1=NC=CC(=N1)N(C(OC(C)(C)C)=O)C1=CC(=NN1C(C)(C)C)[C@@H]1C[C@@H](CC1)O)C